2-((3-((1-(7-methoxyquinolin-5-yl)cyclopropyl)carbamoyl)-4-methylphenoxy)methyl)azetidine-1-carboxylate COC1=CC(=C2C=CC=NC2=C1)C1(CC1)NC(=O)C=1C=C(OCC2N(CC2)C(=O)[O-])C=CC1C